(4-((4-(4,4-dimethylpiperidin-1-yl)-3-(trifluoromethyl)phenyl)amino)cyclohexyl)carbamate CC1(CCN(CC1)C1=C(C=C(C=C1)NC1CCC(CC1)NC([O-])=O)C(F)(F)F)C